7-chloro-4-fluoro-1H-indole-2-carboxylic acid ClC=1C=CC(=C2C=C(NC12)C(=O)O)F